2-(2,3-difluoro-4-(pyrrolidin-2-yl)phenyl)-N-(3-(4-fluoropiperidin-1-yl)propyl)benzo[d]imidazo[2,1-b]thiazole-7-carboxamide dihydrochloride Cl.Cl.FC1=C(C=CC(=C1F)C1NCCC1)C=1N=C2SC3=C(N2C1)C=CC(=C3)C(=O)NCCCN3CCC(CC3)F